FC=1C=NC=CC1N1C[C@H](N(CC1)C(=O)N[C@H](C([2H])([2H])[2H])C1=CC(=CC=C1)OC([2H])([2H])[2H])C (R)-4-(3-Fluoropyridin-4-yl)-N-((R)-1-(3-(methoxy-d3)phenyl)ethyl-2,2,2-d3)-2-methylpiperazine-1-carboxamide